rac-4-{[3-(4-{[(3R,4R)-3-fluoro-1-methylpiperidin-4-yl]amino}-1-(2,2,2-trifluoroethyl)-1H-indol-2-yl)prop-2-yn-1-yl]amino}-3-methoxybenzoic acid F[C@@H]1CN(CC[C@H]1NC1=C2C=C(N(C2=CC=C1)CC(F)(F)F)C#CCNC1=C(C=C(C(=O)O)C=C1)OC)C |r|